C1(CC1)CS(=O)(=O)NC1=CNC2=CC=C(C=C12)CCOC1=CC=C(C=C1)C(F)(F)F 1-cyclopropyl-N-(5-(2-(4-(trifluoromethyl)phenoxy)ethyl)-1H-indol-3-yl)methanesulfonamide